1,2-Dimethylpyrazolidin-3,5-dion CN1N(C(CC1=O)=O)C